17-[(2R)-2-hydroxy-6-methylheptan-2-yl]-10,13-dimethyl-2,3,4,7,8,9,11,12,14,15,16,17-dodecahydro-1H-cyclopenta[a]phenanthren-3-ol O[C@](C)(CCCC(C)C)C1CCC2C3CC=C4CC(CCC4(C3CCC12C)C)O